n-propylaluminium C(CC)[Al]